C(#N)\C=C\1/CN(CCC1)C(=O)OC(C)(C)C tert-butyl (3Z)-3-(cyanomethylene)piperidine-1-carboxylate